Methyl 4-fluoro-5-(4,4,5,5-tetramethyl-1,3,2-dioxaborolan-2-yl)phthalate FC=1C=C(C(C(=O)OC)=CC1B1OC(C(O1)(C)C)(C)C)C(=O)[O-]